C(CC)N1N=NC2=C1C=CC(=C2)C2=NC(=NO2)C2=CC=NC=C2 1-propyl-5-[3-(pyridin-4-yl)-1,2,4-oxadiazol-5-yl]-1H-1,2,3-benzotriazole